C(OCC=CBr)(OC)=O bromoallyl methyl carbonate